C(C(=C)C)(=O)OCCC[Si](O[Si](C)(C)C)(O[Si](C)(C)C)C 3-(1,1,1,3,5,5,5-heptamethyltrisiloxan-3-yl)propyl methacrylate